C(C(=C)C)(=O)OCC(COCCC[SiH2]C(O[Si](C)(C)C)O[Si](C)(C)C)O 3-methacryloxy-2-hydroxypropoxypropyl-bis(trimethylsiloxy)methylsilane